4-[1-(Benzenesulfonyl)pyrrolo[2,3-b]pyridin-4-yl]-2-methoxy-aniline C1(=CC=CC=C1)S(=O)(=O)N1C=CC=2C1=NC=CC2C2=CC(=C(N)C=C2)OC